ClC=1C=CC(=C(C1)C1=CC(NC=C1OC)=O)N1N=NC(=C1)C1=CC(=CC=C1)F 4-(5-chloro-2-(4-(3-fluorophenyl)-1H-1,2,3-triazol-1-yl)phenyl)-5-methoxypyridin-2(1H)-one